FC(C1=NN=C(O1)C1=CC=C2CN(C(C2=C1)=O)[C@@H]([C@H](O)C1=CC=C(C=C1)F)C1CCOCC1)F 6-[5-(difluoromethyl)-1,3,4-oxadiazol-2-yl]-2-[(1R,2R)-2-(4-fluorophenyl)-2-hydroxy-1-(oxan-4-yl)ethyl]-2,3-dihydro-1H-isoindol-1-one